4-amino-8-(1-methyl-6-oxo-1,6-dihydropyridin-2-yl)-N-propylisoquinoline-3-carboxamide NC1=C(N=CC2=C(C=CC=C12)C=1N(C(C=CC1)=O)C)C(=O)NCCC